(S)-4-(2-oxo-3-(pyrrolidin-3-yl)-2,3-dihydro-1H-imidazo[4,5-b]pyridin-1-yl)benzoic acid methyl ester hydrochloride Cl.COC(C1=CC=C(C=C1)N1C(N(C2=NC=CC=C21)[C@@H]2CNCC2)=O)=O